ClC1=CC=C(C=C1)C=1C(=NNC1NC(CC(=O)OCC)=O)C1=CC=C(C=C1)C#N ethyl 3-[[4-(4-chlorophenyl)-3-(4-cyanophenyl)-1H-pyrazol-5-yl] amino]-3-oxo-propionate